tert-butyl N-(3-azabicyclo[3.1.0]hexan-1-ylmethyl)carbamate C12(CNCC2C1)CNC(OC(C)(C)C)=O